[4,6'-bibenzofuran]-5'-carbonitrile O1C=CC=2C1=CC=CC2C2=CC1=C(C=CO1)C=C2C#N